C(C)(C)(C)C1=NCC=C(C1)C=1C2=C(N=CN1)C=CC(=N2)C=2C=NC(=C(C2)NS(=O)(=O)C2=C(C=C(C=C2F)F)F)OC tert-butyl-4-(6-(6-methoxy-5-((2,4,6-trifluorophenyl)sulfonamido)pyridin-3-yl)pyrido[3,2-d]pyrimidin-4-yl)-3,6-dihydropyridine